[N+](=O)([O-])/C=C/C1=CC=CC(=N1)C(C)(C)O (E)-2-(6-(2-nitrovinyl)pyridin-2-yl)propan-2-ol